NC=1C=C(C=CC1C(=O)O)C1=CC=C(C=C1)C1=CC(=C(C=C1)C(=O)O)N 3,3''-diamino-1,1':4',1''-terphenyl-4,4''-dicarboxylic acid